3-benzyl-1-(trans-4-((5-cyano-4,5'-bipyrimidin-2-yl)-amino)cyclohexyl)-1-(5-(1-methyl-1H-pyrazol-4-yl)-pyridin-2-yl)urea C(C1=CC=CC=C1)NC(N(C1=NC=C(C=C1)C=1C=NN(C1)C)[C@@H]1CC[C@H](CC1)NC1=NC=C(C(=N1)C=1C=NC=NC1)C#N)=O